ClC1=C(C=C(C=C1)NC(=O)NC1=C(C(=CC=C1)C(=O)C=1C=C2N=CC=NC2=CC1)F)C(F)(F)F 1-(4-chloro-3-(trifluoromethyl)phenyl)-3-(2-fluoro-3-(quinoxaline-6-carbonyl)phenyl)urea